BrC=1C(=C(N(N1)C)C(C(=O)OCC)C(=O)OCC)C(=O)OCC diethyl 2-(5-bromo-4-ethoxycarbonyl-2-methyl-pyrazol-3-yl)propanedioate